C(C)N1N=CC=2C=CC(=NC21)N[C@@H](C)C=2C=C(C=CC2)NC(C2=CN=CC(=C2)C)=O (S)-N-(3-(1-((1-ethyl-1H-pyrazolo[4,3]pyridin-6-yl)amino)ethyl)phenyl)-5-methylnicotinamide